tert-butyl (2S)-4-[7-(3-chloro-2-cyclopropyl-5-hydroxy-phenyl)-8-fluoro-2-methoxy-pyrido[4,3-d]pyrimidin-4-yl]-2-(cyanomethyl)piperazine-1-carboxylate ClC=1C(=C(C=C(C1)O)C1=C(C=2N=C(N=C(C2C=N1)N1C[C@@H](N(CC1)C(=O)OC(C)(C)C)CC#N)OC)F)C1CC1